4-chloroquinoline-6,7-diol ClC1=CC=NC2=CC(=C(C=C12)O)O